zinc vanadium-titanium [Ti].[V].[Zn]